7-methyl-2-((7-methylquinolin-6-yl)amino)-9-(piperidin-4-yl)-7,9-dihydro-8H-purin-8-one CN1C(N(C2=NC(=NC=C12)NC=1C=C2C=CC=NC2=CC1C)C1CCNCC1)=O